COC1=C(OCC(=O)O)C=CC(=C1)\C=C\C(=O)C1=CC=C(C=C1)S(=O)(=O)N1CCC(CC1)C 2-[2-Methoxy-4-[(E)-3-[4-(4-methylpiperidin-1-yl)sulfonylphenyl]-3-oxoprop-1-enyl]phenoxy]acetic acid